C1(=CC=C(C=C1)[C@@H]1C[C@@H](N(CC1)C(=O)OC(C)(C)C)C(=O)N1[C@@H](CC1)C(NCC1=C(C=CC(=C1)Cl)N1N=NN=C1)=O)C1=CC=CC=C1 tert-butyl (2R,4S)-4-([1,1'-biphenyl]-4-yl)-2-((S)-2-((5-chloro-2-(1H-tetrazol-1-yl)benzyl)carbamoyl)azetidine-1-carbonyl)piperidine-1-carboxylate